CC(C(=O)OCC(F)(F)F)(CN1N=C(C2=CC=CC=C12)C1=CC=C(C=C1)C(F)(F)F)C 2,2,2-Trifluoroethyl 2,2-dimethyl-3-(3-(4-(trifluoromethyl)phenyl)-1H-indazol-1-yl)propanoate